4-[4-(4-Methoxyphenyl)piperidin-1-yl]-1-methyl-6-(oxetan-3-yl)-2-oxo-1,2-dihydro-quinoline-3-carbonitrile COC1=CC=C(C=C1)C1CCN(CC1)C1=C(C(N(C2=CC=C(C=C12)C1COC1)C)=O)C#N